COC(CCN1C2=C(OCC1)C=CC(=C2)C2=C(N=C1N2C=CC=N1)C1=CC(=NC=C1)C)=O 3-(6-(2-(2-methylpyridin-4-yl)imidazo[1,2-a]pyrimidin-3-yl)-2,3-dihydro-4H-benzo[b][1,4]oxazin-4-yl)propionic acid methyl ester